(2S,3'S)-1'-((2-bromophenyl)sulfonyl)-3'-hydroxy-3-(3-methoxyphenyl)-5H-spiro[furan-2,2'-indoline]-5-one BrC1=C(C=CC=C1)S(=O)(=O)N1[C@]2([C@H](C3=CC=CC=C13)O)OC(C=C2C2=CC(=CC=C2)OC)=O